3-((2-bromo-5-((tert-butyl(dimethyl)silyl)oxymethyl)phenoxy)methyl)benzaldehyde BrC1=C(OCC=2C=C(C=O)C=CC2)C=C(C=C1)CO[Si](C)(C)C(C)(C)C